O=S1(N(CC(N1)=O)C=1C(=C(C=CC1O)C1=CC(=NN1)C1C(C1)C(=O)N)F)=O 2-(5-(3-(1,1-dioxido-4-oxo-1,2,5-thiadiazolidin-2-yl)-2-fluoro-4-hydroxyphenyl)-1H-pyrazol-3-yl)cyclopropane-1-carboxamide